C1(=CC=CC=C1)C=1C=CC=2N(C3=CC=C(C=C3C2C1)C1=CC=CC=C1)C1=CC2=C(C=C1)C1=CC=CC=C1C21CC(C2=C(C=CC(=C12)C)C)(C)C 3,6-diphenyl-9-(3',3',4',7'-tetramethyl-2',3'-dihydrospiro[fluorene-9,1'-inden]-2-yl)-9H-carbazole